F[C@H]1[C@H](CNC1)NC1=C2CN3[C@@H](C2=CC=C1)CN(C[C@H]3C)C3=C1C=CC=NC1=C(C=C3)C#N 5-[(4R,10bS)-7-[[(3S,4R)-4-fluoropyrrolidin-3-yl]amino]-4-methyl-3,4,6,10b-tetrahydro-1H-pyrazino[2,1-a]isoindol-2-yl]quinoline-8-carbonitrile